2-((2-methyl-3-(phenylimino)cyclohex-1-en-1-yl)amino)acetamide CC1=C(CCCC1=NC1=CC=CC=C1)NCC(=O)N